NC1=C(C=C(C=C1)C1=CN=CS1)NC(C1=CC=C(C=C1)S(=O)(=N)C)=O N-(2-amino-5-thiazol-5-yl-phenyl)-4-(methylsulfonimidoyl)benzamide